The molecule is a UDP-N-acetyl-D-galactosamine 4,6-bissulfate in which the anomeric centre of the galactosamine fragment has alpha-configuration. It is a conjugate acid of an UDP-N-acetyl-alpha-D-galactosamine 4,6-bissulfate(4-). CC(=O)N[C@@H]1[C@H]([C@H]([C@H](O[C@@H]1OP(=O)(O)OP(=O)(O)OC[C@@H]2[C@H]([C@H]([C@@H](O2)N3C=CC(=O)NC3=O)O)O)COS(=O)(=O)O)OS(=O)(=O)O)O